NC1=CC=C(C=C1)C1=NN(C(=C1C(=O)N)NC1=CC(=NC=C1C)OC)C(C)(C)C 3-(4-aminophenyl)-1-(tert-butyl)-5-((2-methoxy-5-methylpyridin-4-yl)amino)-1H-pyrazole-4-carboxamide